C(C)(C)OC1=C(C=C(C(=N1)N1CCNCC1)NC(C=C)=O)NC1=NC=CC(=N1)C1=CN(C2=CC=CC=C12)C N-(6-isopropoxy-5-((4-(1-methyl-1H-indol-3-yl)pyrimidin-2-yl)amino)-2-(piperazin-1-yl)pyridin-3-yl)acrylamide